(R)-2-((4-chloro-6-morpholinopyrimidin-2-yl)amino)propan-1-ol ClC1=NC(=NC(=C1)N1CCOCC1)N[C@@H](CO)C